FC(CO)(F)C=1C=C(C=CC1)[C@@H](C)N[S@](=O)C(C)(C)C (R)-N-[(1R)-1-[3-(1,1-difluoro-2-hydroxyethyl)phenyl]ethyl]-2-methylpropane-2-sulfinamide